dimethyl-(4-vinylbenzyl)sulfonium chloride [Cl-].C[S+](CC1=CC=C(C=C1)C=C)C